C(C)(C)(C)OC(=O)N[C@H](C(=O)O[C@@H]1[C@H](O[C@@]([C@@H]1O)(C#N)C1=CC=C2C(=NC=NN21)N)COC(CC2=CC=CC=C2)=O)C(C)C (2R,3S,4R,5R)-5-{4-aminopyrrolo[2,1-f][1,2,4]triazin-7-yl}-5-cyano-4-hydroxy-2-{[(2-phenylacetyl)oxy]methyl}oxolan-3-yl (2S)-2-{[(tert-butoxy)carbonyl]amino}-3-methylbutanoate